tert-butyl (S)-(1-(5-bromopyridin-2-yl)-2-oxopiperidin-3-yl)carbamate BrC=1C=CC(=NC1)N1C([C@H](CCC1)NC(OC(C)(C)C)=O)=O